ClC1=C(C(=O)NC2(CC2)C(=O)O)C=CC(=C1)Cl 2,4-dichlorobenzamido-cyclopropanoic acid